6-[(3S)-3-(cyanomethyl)piperazin-1-yl]-N-(3-hydroxy-1-naphthyl)-2-[(1-methyl-2-piperidyl)methoxy]pyrimidine-4-carboxamide C(#N)C[C@H]1CN(CCN1)C1=CC(=NC(=N1)OCC1N(CCCC1)C)C(=O)NC1=CC(=CC2=CC=CC=C12)O